3,4-dihydroquinoline-2(1H)-thione N1C(CCC2=CC=CC=C12)=S